fluoro-8-(methylthio)-5-(2,3,4,5-tetrahydro-1H-benzo[b]azepin-1-yl)-[1,2,4]triazolo[4,3-a]quinazoline FC1=NN=C2N1C1=CC(=CC=C1C(=N2)N2C1=C(CCCC2)C=CC=C1)SC